FC1C(=CC(CC1(C)C)=O)NC1=NC=CC=C1I 4-fluoro-3-[(3-iodo-2-pyridyl)amino]-5,5-dimethyl-cyclohex-2-en-1-one